5-(7-(1-ethyl-1H-pyrazol-4-yl)imidazo[1,2-a]pyridin-3-yl)picolinonitrile C(C)N1N=CC(=C1)C1=CC=2N(C=C1)C(=CN2)C=2C=CC(=NC2)C#N